(2R,4r,6S)-7-((5-methoxy-7-methyl-1H-indol-4-yl)methyl)-6-(4-(piperazine-1-carbonyl)phenyl)-7-azaspiro[3.5]nonane-2-carbonitrile COC=1C(=C2C=CNC2=C(C1)C)CN1[C@@H](CC2(CC(C2)C#N)CC1)C1=CC=C(C=C1)C(=O)N1CCNCC1